BrC=1C=C(C=CC1F)NC(CC)=O N-(3-bromo-4-fluorophenyl)propionamide